C(C1=CC=CC=C1)N1CCC(CC1)(F)CN(C(C(F)(F)F)=O)[C@H]1[C@@H](C1)C1=CC=CC=C1 N-((1-benzyl-4-fluoropiperidin-4-yl)methyl)-2,2,2-trifluoro-N-(trans-2-phenylcyclopropyl)acetamide